O1C(=NN=C1)C=1N=C2N(C=3NC(C=C(C3C=C2)C(F)(F)F)=O)C1 8-(1,3,4-oxadiazol-2-yl)-4-(trifluoromethyl)imidazo[1,2-a][1,8]naphthyridin-2(1H)-one